(R,E)-2-cyano-N-(1-(3,4-dimethoxyphenyl)ethyl)-3-(5-(1-(piperidin-4-yl)-1H-pyrazol-4-yl)-1H-pyrrolo[2,3-b]pyridin-3-yl)acrylamide C(#N)/C(/C(=O)N[C@H](C)C1=CC(=C(C=C1)OC)OC)=C\C1=CNC2=NC=C(C=C21)C=2C=NN(C2)C2CCNCC2